(Z)-1-phenyl-2,3-dihydroquinolin-4(1H)-one oxime C1(=CC=CC=C1)N1CC/C(/C2=CC=CC=C12)=N/O